C(C)(C)[Si](OC1CCCCC=2C1=NC=CC2)(C(C)C)C(C)C 9-triisopropylsiloxy-6,7,8,9-tetrahydro-5H-cyclohepta[b]pyridine